BrC1=CC=C(CN(C(C#N)C#N)C)C=C1 2-(4-bromobenzyl-(methyl)amino)malononitrile